(1S,3R)-1-(4-bromo-2,6-difluorophenyl)-2-(4-fluorophenyl)-3-methyl-1,2,3,4-tetrahydroisoquinoline-6-ol BrC1=CC(=C(C(=C1)F)[C@H]1N([C@@H](CC2=CC(=CC=C12)O)C)C1=CC=C(C=C1)F)F